2-((4R,5R)-1-(tert-butoxycarbonyl)-5-(methoxycarbonyl)-4-(3-((3aS,4S,6S,7aR)-3a,5,5-trimethylhexahydro-4,6-methanobenzo[d][1,3,2]dioxaborol-2-yl)propyl)pyrrolidin-3-yl)acetic acid C(C)(C)(C)OC(=O)N1CC([C@H]([C@@H]1C(=O)OC)CCCB1O[C@@]2([C@H](O1)C[C@H]1C([C@@H]2C1)(C)C)C)CC(=O)O